ClC=1C=C(C=CC1N1C(N(C=C1)C)=O)C1=C(C(=NC(=C1C1CCNCC1)C)C=1C=NC=CC1)O 4-(3-chloro-4-(3-methyl-2-oxo-2,3-dihydro-1H-imidazol-1-yl)phenyl)-3-hydroxy-6-methyl-r-(piperidin-4-yl)-[2,3'-bipyridin]